C(CCCCCCC)B(CCCCCCCC)CCCCCCCC tri-octylborane